2-fluoro-5-cyano-N-(1,2,4-thiadiazol-5-yl)-benzenesulfonamide FC1=C(C=C(C=C1)C#N)S(=O)(=O)NC1=NC=NS1